OC[C@@H]1[C@H](C1)C1=CC(=NC=C1)NC(OC(C)(C)C)=O tert-butyl N-[4-[(1S,2S)-2-(hydroxymethyl)cyclopropyl]-2-pyridyl]carbamate